1,3-bis[2-(triethoxysilyl)ethyl]urea C(C)O[Si](CCNC(=O)NCC[Si](OCC)(OCC)OCC)(OCC)OCC